C1=CC=C(C=C1)OCC(=O)O The molecule is a monocarboxylic acid that is the O-phenyl derivative of glycolic acid. A metabolite of 2-phenoxyethanol, it is used in the manufacture of pharmaceuticals, pesticides, fungicides and dyes. It has a role as a human xenobiotic metabolite, an Aspergillus metabolite, a plant growth retardant and an allergen. It is a monocarboxylic acid and an aromatic ether. It derives from a glycolic acid. It is a conjugate acid of a phenoxyacetate.